C(C)(=O)N[C@]1(C[C@H](C[C@@H]1CCCB1OC(C(O1)(C)C)(C)C)NC(OC(C)(C)C)=O)C(NC(C)(C)C)=O tert-butyl (1S,3S,4S)-3-acetamido-3-(tert-butylcarbamoyl)-4-(3-(4,4,5,5-tetramethyl-1,3,2-dioxaborolan-2-yl)propyl)cyclopentylcarbamate